(S)-3-nitrobenzenesulfonic acid glycidyl ester C([C@@H]1CO1)OS(=O)(=O)C1=CC(=CC=C1)[N+](=O)[O-]